1-(Trideuteromethyl)-2-oxo-2,3-dihydro-1H-benzimidazole-5-carboxylic acid methyl ester COC(=O)C1=CC2=C(N(C(N2)=O)C([2H])([2H])[2H])C=C1